Diethyl ((2-hydroxyphenyl)(thiophen-3-yl)methyl)phosphonate OC1=C(C=CC=C1)C(C1=CSC=C1)P(OCC)(OCC)=O